BrC1=CC2=C(C=3N(CCC2NC2=C(C=CC=C2)CC#N)N=NC3C)C=C1 2-(2-((9-bromo-1-methyl-6,7-dihydro-5H-benzo[c][1,2,3]triazolo[1,5-a]azepin-7-yl)amino)phenyl)acetonitrile